C1(CCCCC1)OCC#CC1=NC=2N(C(N(C(C2N1CC1=CC=C(C=C1)F)=O)CCCO)=O)C (3-(cyclohexyloxy)prop-1-yn-1-yl)-7-(4-fluorobenzyl)-1-(3-hydroxypropyl)-3-methyl-3,7-dihydro-1H-purine-2,6-dione